tert-butyl (S)-(4-(hydroxyamino)-2-methyl-4-oxo-3-(4-((4-(((pyridin-3-ylmethyl)amino)methyl)phenyl)ethynyl)benzamido)butan-2-yl)carbamate ONC([C@H](C(C)(C)NC(OC(C)(C)C)=O)NC(C1=CC=C(C=C1)C#CC1=CC=C(C=C1)CNCC=1C=NC=CC1)=O)=O